4-fluoro-N-[4-fluoro-2-[rac-(3R)-3,4-dimethylpiperazin-1-yl]-5-[2-[rac-(3R)-3-methylmorpholin-4-yl]pyrimidin-5-yl]phenyl]-2-(trifluoromethyl)benzamide FC1=CC(=C(C(=O)NC2=C(C=C(C(=C2)C=2C=NC(=NC2)N2[C@@H](COCC2)C)F)N2C[C@H](N(CC2)C)C)C=C1)C(F)(F)F |r|